3-(4-isobutyl-2-methylphenyl)-2-methylpropionaldehyde C(C(C)C)C1=CC(=C(C=C1)CC(C=O)C)C